(1aR,5aR)-2-(5-Heptafluoropropyl-pyrazin-2-yl)-1a,2,5,5a-tetrahydro-1H-2,3-diaza-cyclopropa[a]pentalene-4-carboxylic acid (2-hydroxy-1,1-dimethyl-ethyl)-amide OCC(C)(C)NC(=O)C=1C=2C[C@@H]3[C@H](C2N(N1)C1=NC=C(N=C1)C(C(C(F)(F)F)(F)F)(F)F)C3